BrC1=CC=C(C=C1)S(=O)(C(F)(F)F)=N (4-bromophenyl)(imino)(trifluoro-methyl)-λ6-sulfanone